6-[(E)-ethoxyiminomethyl]-2-[1-methyl-5-(trifluoromethylthio)benzoimidazole-2-yl]pyridin-3-carboxylic acid C(C)O\N=C\C1=CC=C(C(=N1)C1=NC2=C(N1C)C=CC(=C2)SC(F)(F)F)C(=O)O